C(CCCC)(=O)OC1O[C@H]([C@H]([C@H]([C@@H]1OC(CCCC)=O)OC(CCCC)=O)O)C#C (3S,4R,5R,6S)-6-ethynyl-5-hydroxy-tetrahydro-2H-pyran-2,3,4-triyl tripentanoate